3-nitro-4-((2-(trimethylsilyl)ethoxy)methoxy)benzaldehyde [N+](=O)([O-])C=1C=C(C=O)C=CC1OCOCC[Si](C)(C)C